C(C)(C)(C)OC(=O)NCC#CC1=CC=C(C=C1)C1=CC(=CC(=C1)N1N=NC(=C1)C1=CC=C(C=C1)C(F)(F)F)C(=O)O 4'-(3-((tert-Butoxycarbonyl)amino)prop-1-yn-1-yl)-5-(4-(4-(trifluoromethyl)phenyl)-1H-1,2,3-triazol-1-yl)-[1,1'-biphenyl]-3-carboxylic acid